FC1=CC=C(C=C1)C1=C2C=C3C(=NC2=C(N=C1C(C)C)N=S1(CCCC1)=O)NN=C3 1-((5-(4-fluorophenyl)-6-isopropyl-1H-pyrazolo[3,4-b][1,7]naphthyridin-8-yl)imino)tetrahydro-1H-1λ6-thiophene 1-oxide